CC1(NC(C2=CC=C(C=C12)C1=CNC2=NC=C(C=C21)C=2CCN(CC2)C)=O)C 3,3-dimethyl-5-(5-(1-methyl-1,2,3,6-tetrahydropyridin-4-yl)-1H-pyrrolo[2,3-b]pyridin-3-yl)isoindolin-1-one